tert-butyl 4-(5-fluoropyrimidin-4-yl)piperidine-1-carboxylate FC=1C(=NC=NC1)C1CCN(CC1)C(=O)OC(C)(C)C